C(C(C)C)N1N=C(C=C1)C1=C2C=C(N=CC2=C(N=C1)NC)C1(CC1)C(=O)N (5-(1-isobutyl-1H-pyrazol-3-yl)-8-(methylamino)-2,7-naphthyridin-3-yl)cyclopropanecarboxamide